diisopropylamine tetrazole salt N1N=NN=C1.C(C)(C)NC(C)C